4-((12S,14S)-2-(5-methoxy-7-methyl-1H-indol-4-yl)-3,11-dioxa-1-azabicyclo[10.2.2]hexadecan-14-yl)benzoic acid COC=1C(=C2C=CNC2=C(C1)C)C1N2[C@@H](C[C@@H](OCCCCCCCO1)CC2)C2=CC=C(C(=O)O)C=C2